1-Methyl-4,9-dihydro-3H-pyrido[3,4-b]indole CC1=NCCC2=C1NC1=CC=CC=C21